BrC1=C(N)C(=C(C(=C1Br)OC)Br)Br 2,3,5,6-tetrabromo-4-methoxyaniline